C1(CC1)C(C)N1CCN(CC1)C1=CC=C(C=C1)B1OC(C(O1)(C)C)(C)C 1-(1-cyclopropylethyl)-4-(4-(4,4,5,5-tetramethyl-1,3,2-dioxaborolan-2-yl)phenyl)piperazine